Methyl 2-(1-(cyclopropylmethyl)-7-(piperidin-4-yl)-1H-indol-2-yl)-4-fluoro-3-methylpyrazolo[1,5-a]pyridine-6-carboxylate C1(CC1)CN1C(=CC2=CC=CC(=C12)C1CCNCC1)C1=NN2C(C(=CC(=C2)C(=O)OC)F)=C1C